(5R,6S,7S)-3a-(4-chloro-3-((5-methylthiophen-3-yl)methyl)phenyl)-5-(hydroxymethyl)-2-methyl-5,6,7,7a-tetrahydro-3aH-pyrano[2,3-d]oxazole-6,7-diol ClC1=C(C=C(C=C1)C12N=C(OC1[C@H]([C@@H]([C@H](O2)CO)O)O)C)CC2=CSC(=C2)C